Cl.Cl.Cl.CC1(N(CCNC1)C(=O)C1=CC=C2C=C(NC2=C1)C1=NNC=2CC(CCC12)(C)C)C 3-[6-(2,2-dimethylpiperazine-1-carbonyl)-1H-indol-2-yl]-6,6-dimethyl-4,5,6,7-tetrahydro-1H-indazole trihydrochloride